C(C)(C)(C)OC(NC(C=CC(=O)NC1=CC=C(C=C1)F)CCCC)=O (1-((4-fluorophenyl)amino)-1-oxoethylidenehex-2-yl)carbamic acid tert-butyl ester